CNC=1C=2C=NC=3NC4=CC=CC(OCCCCCOC=5C=CC=6N(N=C(C(=CN1)C2C3)N6)C5)=N4 N-methyl-9,15-dioxa-3,4,21,23,27,31,33-heptazahexacyclo[20.6.2.12,5.14,8.116,20.025,29]tritriaconta-1(28),2,5(33),6,8(32),16(31),17,19,22(30),23,25(29),26-dodecaen-26-amine